The molecule is a glycosylxylose that is D-xylopyranose in which the hydroxy group at position 2 has been converted into the corresponding beta-D-glucopyranosyl derivative. It derives from a beta-D-glucose and a D-xylopyranose. C1[C@H]([C@@H]([C@H](C(O1)O)O[C@H]2[C@@H]([C@H]([C@@H]([C@H](O2)CO)O)O)O)O)O